BrC1=CC=C(C=C1)C(/C=C/C=O)(O)C1=CC=C(C=C1)Br (E)-4,4-bis(4-bromophenyl)-4-hydroxy-2-butenal